N[C@H](CSC(C[C@H](N)C(=O)[O-])O)C=O 4-{[(2s)-2-amino-3-oxopropyl]sulfanyl}-l-homoserinate